dimethyl succinate (dimethyl succinate) CC(C(C(=O)O)C)C(=O)O.C(CCC(=O)OC)(=O)OC